1-(tert-butyl) 2-ethyl 5-methyl 3-amino-1H-indole-1,2,5-tricarboxylate NC1=C(N(C2=CC=C(C=C12)C(=O)OC)C(=O)OC(C)(C)C)C(=O)OCC